N1(N=CC=C1)C1=CC=C(CC2=CC(=NC(=C2C)C2=NN(C=C2)C)C(=O)N[C@@H]2[C@H](CCC2)O)C=C1 4-(4-(1H-pyrazol-1-yl)benzyl)-N-((1S,2S)-2-hydroxycyclopentyl)-5-methyl-6-(1-methyl-1H-pyrazol-3-yl)picolinamide